Quinolizine-3-carboxylic acid methyl ester hydrochloride Cl.COC(=O)C1=CC=C2C=CC=CN2C1